7'-(2-methyl-4-(4H-1,2,4-triazol-3-yl)phenyl)-1'-((tetrahydro-2H-pyran-4-yl)methyl)-1'H-spiro[cyclobutane-1,2'-pyrazino[2,3-b]pyrazin]-3'(4'H)-one CC1=C(C=CC(=C1)C1=NN=CN1)C1=CN=C2C(=N1)N(C1(C(N2)=O)CCC1)CC1CCOCC1